(3S,6S,7R,8R)-8-Benzyl-3-[({3-[(isobutyryloxy) methoxy]-4-methoxypyridin-2-yl} carbonyl) amino]-6-methyl-4,9-dioxo-1,5-dioxonan-7-yl-2-methylpropanoate C(C1=CC=CC=C1)[C@@H]1[C@H]([C@@H](OC([C@H](COC1=O)NC(=O)C1=NC=CC(=C1OCOC(C(C)C)=O)OC)=O)C)OC(C(C)C)=O